N1-(6-amino-5-methylpyridin-3-yl)-N2-(1-cyclopropyl-2-methoxyethyl)-N2-((5-(trifluoromethyl)pyridin-2-yl)methyl)oxalamide NC1=C(C=C(C=N1)NC(C(=O)N(CC1=NC=C(C=C1)C(F)(F)F)C(COC)C1CC1)=O)C